S1N=C(C=C1)NS(=O)(=O)C1=NC(=CC=C1)C N-(isothiazol-3-yl)-6-methylpyridine-2-sulfonamide